[4-[[3-(3-fluoro-4-methoxyphenyl)imidazo[1,2-a]pyrazin-8-yl]amino]-2-methylphenyl]-[3-(hydroxymethyl)piperazin-1-yl]methanone FC=1C=C(C=CC1OC)C1=CN=C2N1C=CN=C2NC2=CC(=C(C=C2)C(=O)N2CC(NCC2)CO)C